3-(2-bromo-3-methyl-phenoxy)propanoic acid BrC1=C(OCCC(=O)O)C=CC=C1C